BrC1=C(N(C=2C1=NC=CC2)C(=O)OC(C)(C)C)C(=O)OCC 1-tert-butyl 2-ethyl 3-bromo-1H-pyrrolo[3,2-b]pyridine-1,2-dicarboxylate